tert-butyl ((S)-(7-((R*)-(((S)-tert-butylsulfinyl)amino)(tetrahydro-2H-pyran-4-yl)methyl)imidazo[1,2-b]pyridazin-2-yl)(4,4-difluorocyclohexyl)methyl)carbamate C(C)(C)(C)[S@](=O)N[C@@H](C1=CC=2N(N=C1)C=C(N2)[C@H](C2CCC(CC2)(F)F)NC(OC(C)(C)C)=O)C2CCOCC2 |o1:7|